3-methyl-4'-[(1-{[4-(trifluoromethyl)phenyl]carbamoyl}-D-prolyl)amino][1,1'-biphenyl]-4-carboxylic acid CC=1C=C(C=CC1C(=O)O)C1=CC=C(C=C1)NC([C@@H]1N(CCC1)C(NC1=CC=C(C=C1)C(F)(F)F)=O)=O